C(CCCCCCC=CC=CC)CC(=O)O.C(C1=CC=CC=C1)O[C@H]1[C@@H](OC[C@H]([C@@H]1OCC1=CC=CC=C1)OCC1=CC=CC=C1)CC(C)=O 1-((2S,3S,4S,5R)-3,4,5-tri(benzyloxy)tetrahydro-2H-pyran-2-yl)propane-2-one dodec-8,10-dien-1-ylacetate